C(CCCCCCCC(=O)O)CCCCCCCO omega-hydroxypalmitic acid